(3-(3-hydroxyoxetan-3-yl)phenyl)(4-(3-(trifluoromethyl)benzyl)piperazin-1-yl)methanone OC1(COC1)C=1C=C(C=CC1)C(=O)N1CCN(CC1)CC1=CC(=CC=C1)C(F)(F)F